boron thiophene-2-carboxylic acid S1C(=CC=C1)C(=O)O.[B]